1-(2-(2-oxa-6-azaspiro[3.3]heptan-6-yl)ethyl)-N-(bicyclo[1.1.1]pentan-1-yl)-4-hydroxy-2-oxo-6-(trifluoromethyl)-1,2-dihydro-1,8-naphthyridine-3-carboxamide C1OCC12CN(C2)CCN2C(C(=C(C1=CC(=CN=C21)C(F)(F)F)O)C(=O)NC21CC(C2)C1)=O